1-deoxy-1-(methylamino)-D-sorbitol CNC[C@H](O)[C@@H](O)[C@H](O)[C@H](O)CO